4,7-dioxodecanediate O=C(CCC(=O)[O-])CCC(CCC(=O)[O-])=O